C(CC)C(C(=O)OCC(C)C)C(C(=O)OCC(C)C)CCC diisobutyl 2,3-di-n-propylsuccinate